(1,1-dimethylethyl)-4-methoxy-phenol CC(C)(C)C1=C(C=CC(=C1)OC)O